ClC1=CC=C(S1)C(=O)N(C)C 5-chloro-N,N-dimethylthiophene-2-carboxamide